CC1=CC=C(C=C1)S(=O)(=O)OCCOCCOCCOCCOCCCCCCCl 18-Chloro-3,6,9,12-tetraoxaoctadecyl 4-methylbenzenesulfonate